(S)-2-amino-3-(4'-((2-hydroxyethyl)carbamoyl)-[1,1'-biphenyl]-4-yl)propanoic acid N[C@H](C(=O)O)CC1=CC=C(C=C1)C1=CC=C(C=C1)C(NCCO)=O